N-((2-(4-methoxyphenyl)acetyl) glycyl)glycinate COC1=CC=C(C=C1)CC(=O)NCC(=O)NCC(=O)[O-]